(S)-6-(2-(tert-butylamino)-1-hydroxyethyl)pyridin-3-ol C(C)(C)(C)NC[C@H](O)C1=CC=C(C=N1)O